D-o-toluyl-tartaric acid C1(=C(C=CC=C1)C(C(=O)O)(O)C(O)C(=O)O)C